(2R,4R)-2-[6-chloro-2-(3-cyano-5-methyl-pyrazol-1-yl)-3-pyridyl]-4-fluoro-pyrrolidine-1-carboxylic acid tert-butyl ester C(C)(C)(C)OC(=O)N1[C@H](C[C@H](C1)F)C=1C(=NC(=CC1)Cl)N1N=C(C=C1C)C#N